2-(2-{[(tert-butoxy)carbonyl]amino}ethyl)-5-chloro-1,3-thiazole-4-carboxylic acid C(C)(C)(C)OC(=O)NCCC=1SC(=C(N1)C(=O)O)Cl